C1(CC1)CN1C(=CC=2C1=NC=CC2)C2=NC1=C(N2CC2CC(C2)(C)OC([2H])([2H])[2H])C(=CC(=C1)C(=O)OC)OC methyl 2-[1-(cyclopropylmethyl)-1H-pyrrolo[2,3-b]pyridin-2-yl]-7-methoxy-1-{[(1r,3s)-3-(2H3)methoxy-3-methylcyclobutyl]methyl}-1H-1,3-benzodiazole-5-carboxylate